F[C@@H]1CC2=C(C=3CCCC3C(=C2C1)NC(=O)N=[S@@](=O)(NC(C1=CC=CC=C1)(C1=CC=CC=C1)C1=CC=CC=C1)C=1C=NN2C1OCC2(C)C)F (R)-N'-(((S)-2,8-difluoro-1,2,3,5,6,7-hexahydro-s-indacen-4-yl)carbamoyl)-3,3-dimethyl-N-trityl-2,3-dihydropyrazolo[5,1-b]oxazole-7-sulfonimidamide